6-methyl-4-[(1-methylcyclopropyl)amino]-N-(1,3-thiazol-4-ylmethyl)furo[2,3-d]pyrimidine-5-carboxamide CC1=C(C2=C(N=CN=C2NC2(CC2)C)O1)C(=O)NCC=1N=CSC1